O[C@@]1(C(N(CC1)C)=O)C1=CC(=NO1)C=1C=C(C=CC1)C1=CC=C(C(=N1)C(=O)N)NC (R)-6-(3-(5-(3-hydroxy-1-methyl-2-oxopyrrolidin-3-yl)isoxazol-3-yl)phenyl)-3-(methylamino)pyridineamide